CC1=CC=CC(=N1)C1=NNC=C1C=1N=C2C=C(C=NC2=CC1)N1[C@H](CCC1)CO [(2R)-1-[6-[3-(6-methyl-2-pyridyl)-1H-pyrazol-4-yl]-1,5-naphthyridin-3-yl]pyrrolidin-2-yl]methanol